triphenylselenium Hexafluorophosphate F[P-](F)(F)(F)(F)F.C1(=CC=CC=C1)[Se+](C1=CC=CC=C1)C1=CC=CC=C1